FC(C=1N=C(OC1C(=O)N1[C@@H](C2=C(CC1)NC=N2)C=2OC1=C(N2)C(=CC=C1)OC(F)(F)F)C(C)(C)O)F (S)-(4-(difluoromethyl)-2-(2-hydroxypropan-2-yl)oxazol-5-yl)(4-(4-(trifluoromethoxy)benzo[d]oxazol-2-yl)-6,7-dihydro-1H-imidazo[4,5-c]pyridin-5(4H)-yl)methanone